methyl 2-(cis-8-bromo-5-oxo-3,3a-dihydro-1H-cyclopenta[c]isoquinolin-4(2H,5H,9bH)-yl)acetate BrC1=CC=2[C@@H]3[C@H](N(C(C2C=C1)=O)CC(=O)OC)CCC3